OC1(C(C=CC(=C1)C(=C)C)C(CC)=O)C 2-hydroxy-2-methyl-4-(1-methylvinyl)phenylpropan-1-one